2-(2-ethoxy-3-pyridyl)-5-isopropyl-7-methyl-N-[(2-methyloxazol-4-yl)methyl]imidazo[1,5-b]pyridazin-4-amine C(C)OC1=NC=CC=C1C=1C=C(C=2N(N1)C(=NC2C(C)C)C)NCC=2N=C(OC2)C